C1(=CC=CC=C1)C=1N[C@@H]([C@H](N1)C1=CC=CC=C1)C1=CC=CC=C1 (4R,5R)-4,5-dihydro-2,4,5-triphenyl-1H-imidazole